[Pt].CC=1C(=C(CC1)C)C trimethyl-(cyclopentadiene) platinum